2-[(3-bromo-2-fluorophenyl)methyl]pyrrolidin-3-one hemitartrate C(=O)(O)C(O)C(O)C(=O)O.BrC=1C(=C(C=CC1)CC1NCCC1=O)F.BrC=1C(=C(C=CC1)CC1NCCC1=O)F